CC(CCCC(N)N)CCCC 5-methyl-nonanediamine